Calcium-Magnesium Oxid [O-2].[Mg+2].[Ca+2].[O-2]